Cl.C1N(C[C@@H]2[C@H]1CNC2)C(=O)C2=CC=C(C=C2)S(=O)(=O)N 4-((3aR,6aS)-octahydropyrrolo[3,4-c]pyrrole-2-carbonyl)benzenesulfonamide hydrochloride